C(C1=CC=CC=C1)(=O)O.N1N=C1 diazirine benzoate